tert-Butyl (2S,5R)-5-ethyl-2-methyl-4-(4-(trifluoromethyl)benzoyl)piperazine-1-carboxylate C(C)[C@H]1N(C[C@@H](N(C1)C(=O)OC(C)(C)C)C)C(C1=CC=C(C=C1)C(F)(F)F)=O